ClC1=C(C=CC=C1)C=1C(N(C2=CC(=NC=C2C1)NC1=CC(=CC=C1)N1CCS(CC1)(=O)=O)C)=O 3-(2-chlorophenyl)-7-((3-(1,1-dioxidothiomorpholino)phenyl)amino)-1-methyl-1,6-naphthyridin-2(1H)-one